dimethyl-(3-sulfopropyl)ammonium hydroxid [OH-].C[NH+](CCCS(=O)(=O)O)C